ClC1=C(C(=CC=C1)Cl)C=1N=C2C=3C=C(C=NC3C=CN2C1C=C)C=1C=NN(C1)[C@@H]1CN(CC1)C(=O)OC(C)(C)C tert-butyl (S)-3-(4-(2-(2,6-dichlorophenyl)-3-vinylimidazo[2,1-f][1,6]naphthyridin-9-yl)-1H-pyrazol-1-yl)pyrrolidine-1-carboxylate